F[C@@H]1CN(C[C@H]1F)C(=O)C=1C=C(C=CC1)[C@@H]1C(C1)C=1C=2N(N=C(C1)C=1C(NC(NC1)=O)=O)C=CN2 5-(8-((2S,2S)-2-(3-((3R,4R)-3,4-difluoropyrrolidine-1-carbonyl)phenyl)cyclopropyl)imidazo[1,2-b]pyridazin-6-yl)pyrimidine-2,4(1H,3H)-dione